lithium niobium telluride [Te-2].[Nb+5].[Li+].[Te-2].[Te-2]